C(CC)C=1ONOC1 4-propyl-1,3,2-dioxazole